C(CC=C)N(C(OC(C)(C)C)=O)[C@@H](CC(N(OC)C)=O)CO[Si](C(C)(C)C)(C1=CC=CC=C1)C1=CC=CC=C1 tert-Butyl (S)-but-3-en-1-yl(3,10,10-trimethyl-4-oxo-9,9-diphenyl-2,8-dioxa-3-aza-9-silaundecan-6-yl)carbamate